C(C1=CC=CC=C1)NC1=NC(=NN2C1=CC=C2)Cl N-benzyl-2-chloropyrrolo[2,1-f][1,2,4]triazin-4-amine